OCC1C2C3C4C=CC(C3C(C1)C2)C4 4-hydroxymethyltetracyclo[6.2.1.13,6.02,7]dodeca-9-ene